(S)-N-(3-chloro-4-fluorophenyl)-1-(cyclopropanesulfonamido)-2,3-dihydro-1H-indene-4-carboxamide ClC=1C=C(C=CC1F)NC(=O)C=1C=2CC[C@@H](C2C=CC1)NS(=O)(=O)C1CC1